Ethyl 4-amino-1-((2-(trimethylsilyl)ethoxy)methyl)-1H-pyrazole-3-carboxylate NC=1C(=NN(C1)COCC[Si](C)(C)C)C(=O)OCC